2-(4-trifluoromethylphenyl)-1,2,3,4-tetrahydroisoquinoline-1-carbonitrile FC(C1=CC=C(C=C1)N1C(C2=CC=CC=C2CC1)C#N)(F)F